3,5-dichloro-2-aminobenzoylisopropylamine ClC=1C(=C(C(=O)NC(C)C)C=C(C1)Cl)N